C(C)(C)(C)C1=C(C=CC=C1)O Tert.Butylphenol